C(C)(C)(C)OC(=O)N1CCC(CC1)C1=CNC2=C1N=CN=C2 4-(5H-pyrrolo[3,2-d]pyrimidin-7-yl)piperidine-1-carboxylic acid tert-butyl ester